N-(3-bromo-4-(((1r,4r)-4-methylcyclohexyl)amino)phenyl)ethanesulfonamide BrC=1C=C(C=CC1NC1CCC(CC1)C)NS(=O)(=O)CC